2-(2-((3'-(aminomethyl)-5-(6-oxa-2-azaspiro[3.4]octan-2-yl)-[1,1'-biphenyl]-3-yl)methoxy)phenyl)acetic acid NCC=1C=C(C=CC1)C1=CC(=CC(=C1)N1CC2(C1)COCC2)COC2=C(C=CC=C2)CC(=O)O